Methyl (E)-3-(3-bromo-5-((4-((tert-butyldiphenylsilyl)oxy)benzyl)carbamoyl)phenyl)acrylate BrC=1C=C(C=C(C1)C(NCC1=CC=C(C=C1)O[Si](C1=CC=CC=C1)(C1=CC=CC=C1)C(C)(C)C)=O)/C=C/C(=O)OC